C(C=C)(=O)NC=1C=C2C=C(C=C(C2=CC1)N1CCN(CC1)C(=O)N(C)C)S(NC1(CC1)CF)(=O)=O 4-(6-acrylamido-3-(N-(1-(fluoromethyl)cyclopropyl)sulfamoyl)naphthalen-1-yl)-N,N-dimethylpiperazine-1-carboxamide